Diethyl (3-Bromopropyl) phosphate P(=O)(OCC)(OCC)OCCCBr